2-(diphenylphosphino)ethylamine C1(=CC=CC=C1)P(CCN)C1=CC=CC=C1